(R)-N-(1-(3-(1-ethyl-1H-pyrazol-3-yl)-5-(1-isopropyl-1H-pyrazol-4-yl)phenyl)ethyl)-2-methyl-5-(4-methylpiperazin-1-yl)benzamide C(C)N1N=C(C=C1)C=1C=C(C=C(C1)C=1C=NN(C1)C(C)C)[C@@H](C)NC(C1=C(C=CC(=C1)N1CCN(CC1)C)C)=O